(2-(3-fluoro-3-methylazetidin-1-yl)ethyl)-5-methoxypyrazine FC1(CN(C1)CCC1=NC=C(N=C1)OC)C